N-(4-tert-butylphenyl)-5-phenylbenzo[b]thiophen-3-amine C(C)(C)(C)C1=CC=C(C=C1)NC=1C2=C(SC1)C=CC(=C2)C2=CC=CC=C2